C(C)OC(=O)C=1OC2=C(C1N)C=CC=C2 3-amino-1-benzofuran-2-carboxylic acid ethyl ester